C(C)(CC)S(=O)(=O)C=1C=C(OC[C@H](CNC2COC3(C2)CCN(CC3)S(=O)(=O)C3=CC2=CC=CC=C2C=C3)O)C=CC1 (2S)-1-(3-(sec-butylsulfonyl)phenoxy)-3-(8-(naphthalen-2-ylsulfonyl)-1-oxa-8-azaspiro[4.5]decan-3-ylamino)propan-2-ol